triethyl orthoformate (trichloroethyl formate) ClC(CC(=O)O)(Cl)Cl.C(OCC)(OCC)OCC